Cl.Cl.CC1(CN(C2=C1C=NC(=C2)C=2SC(=CC2)C)C(CN2[C@H](CN[C@@H](C2)C)COC)=O)C 1-[3,3-Dimethyl-6-(5-methylthiophen-2-yl)-1H,2H,3H-pyrrolo[3,2-c]pyridin-1-yl]-2-[(2R,5R)-2-(methoxymethyl)-5-methylpiperazin-1-yl]ethan-1-one dihydrochloride